CC(C=CC)=CC(C(CCC(CC)C)=O)C 4,6,10-trimethyl-2,4-dodecadien-7-one